N(C(=O)N)C(C(=O)O)CCC(=O)O 2-ureidopentanedioic acid